(R)-1-(5-(1-(azetidin-3-yl)-1H-1,2,3-triazol-5-yl)pyridin-3-yl)-N-(1-(3-(1,1-difluoro-2-hydroxyethyl)-2-fluorophenyl)ethyl)-6-oxo-1,6-dihydropyridazine-3-carboxamide N1CC(C1)N1N=NC=C1C=1C=C(C=NC1)N1N=C(C=CC1=O)C(=O)N[C@H](C)C1=C(C(=CC=C1)C(CO)(F)F)F